CN(C(OC(C)(C)C)=O)C1CCNCC1 tertiary butyl methyl(piperidin-4-yl)carbamate